C(C1=CC=CC=C1)S(=O)(=O)N1CC1 1-toluenesulfonyl-aziridine